2,6-difluorochlorobenzyl chloride FC1=C(C(Cl)Cl)C(=CC=C1)F